tert-butyl N-[(3R)-7-cyano-8-fluoro-4-oxo-5-[(4-triisopropylsilyloxyphenyl)methyl]-2,3-dihydro-1,5-benzothiazepin-3-yl]carbamate C(#N)C=1C(=CC2=C(N(C([C@H](CS2)NC(OC(C)(C)C)=O)=O)CC2=CC=C(C=C2)O[Si](C(C)C)(C(C)C)C(C)C)C1)F